3-indole propionate CCC(=O)O[In]1CC=CC1